Cl.C(C)OC([C@H](CCC1=CC=CC=C1)N)=O (2S)-2-amino-4-phenylbutyric acid ethyl ester hydrochloride